2-(4-((5-fluoro-4-((1-methylpiperidin-4-yl)methoxy)pyrimidin-2-yl)amino)-3-methyl-1H-pyrazol-1-yl)-2-methylpropanenitrile FC=1C(=NC(=NC1)NC=1C(=NN(C1)C(C#N)(C)C)C)OCC1CCN(CC1)C